4-hydroxy-3,3-dimethylpyrrolidin-2-one OC1C(C(NC1)=O)(C)C